NC1=NC=C2N(C(N(C2=N1)[C@@H]1O[C@@H](C[C@H]1O)CO)=O)CC1=CC(=CC=C1)F 2-Amino-7-(3-fluorobenzyl)-9-((2R,3R,5S)-3-hydroxy-5-(hydroxymethyl)tetrahydrofuran-2-yl)-7,9-dihydro-8H-purin-8-on